C(=O)(O)[C@H](CC(=O)N1CC2=CC(=C(C=C2C1)OCCCOC=1C(=C2CN(CC2=C(C1OC)Cl)C(C[C@@H](C(=O)O)C)=O)F)OC)C (S)-4-(5-(3-((2-((S)-3-carboxybutanoyl)-6-methoxyisoindolin-5-yl)oxy)propoxy)-7-chloro-4-fluoro-6-methoxyisoindolin-2-yl)-2-methyl-4-oxobutanoic acid